C(C(=C)C)(=O)OCCCCCCCCCCCCCCCCCCCCCC(C)C isotetracosyl methacrylate